5-amino-7-fluoro-N-(pyridin-2-ylmethyl)imidazo[1,2-c]quinazoline-2-carboxamide NC1=NC=2C(=CC=CC2C=2N1C=C(N2)C(=O)NCC2=NC=CC=C2)F